4-ACETAMIDO-3-METHOXYPHENYLBORONIC ACID C(C)(=O)NC1=C(C=C(C=C1)B(O)O)OC